tert-butyl 4-((4-cyano-6-((5-cyanoisoindolin-2-yl)methyl)pyridin-3-yl)oxymethyl)piperidine-1-carboxylate C(#N)C1=C(C=NC(=C1)CN1CC2=CC=C(C=C2C1)C#N)OCC1CCN(CC1)C(=O)OC(C)(C)C